ClC=1C=CC=C(C1)CO 5-chlorophenylmethanol